NC[C@@H]1CN(C(O1)=O)C1=NC2=C(SCC(N2)=O)N=C1 (R)-5-(aminomethyl)-3-(3-oxo-3,4-dihydro-2H-pyrazino[2,3-b][1,4]thiazin-6-yl)oxazolidin-2-one